4-Amino-5-chloro-N-((1-((2-chloro-4-fluorophenyl)amino)cycloheptyl)methyl)-2-methoxybenzamid NC1=CC(=C(C(=O)NCC2(CCCCCC2)NC2=C(C=C(C=C2)F)Cl)C=C1Cl)OC